o-aminoazotoluene CC1=CC=CC=C1N=NC2=CC(=C(C=C2)N)C